C1(=CC=CC=C1)C1=NN=NN1 5-Phenyltetrazole